[Si](C)(C)(C(C)(C)C)OCC=1C=C(C=CC1)N(C(OC(C)(C)C)=O)CC1=CC(=CC=C1)CCl tert-butyl N-(3-((tert-butyl(dimethyl)silyl)oxymethyl)phenyl)-N-((3-(chloromethyl)phenyl)methyl)carbamate